O=C1NCC2=CC(=CC=C12)C(=O)O 1-oxo-isoindoline-5-carboxylic acid